3-[2-amino-5-(7-methyl-3-trityl-benzotriazol-5-yl)thiazol-4-yl]benzonitrile NC=1SC(=C(N1)C=1C=C(C#N)C=CC1)C1=CC2=C(N=NN2C(C2=CC=CC=C2)(C2=CC=CC=C2)C2=CC=CC=C2)C(=C1)C